1-(7-((4,4-difluorocyclohexyl)methoxy)-3,4-dihydroisoquinolin-2(1H)-yl)prop-2-en-1-one FC1(CCC(CC1)COC1=CC=C2CCN(CC2=C1)C(C=C)=O)F